BrC=1C=C(C=CC1)[C@@H](C)NC1=NC(=NC2=CC(=C(C=C12)OC)OCCCCCCCC(=O)NCC=1SC=C2C1CN(C2=O)C2C(NC(CC2)=O)=O)C 8-((4-(((R)-1-(3-bromophenyl)ethyl)amino)-6-methoxy-2-methylquinazolin-7-yl)-oxy)-N-((5-(2,6-dioxopiperidin-3-yl)-4-oxo-5,6-dihydro-4H-thieno[3,4-c]pyrrol-1-yl)-methyl)octanamide